C(C)(CC)N(C(C)CC)[SiH3] (disecondary butylamino)silane